ClC=1C(=CC=C2CN(C(C12)=O)C1C(NC(CC1)=O)=O)OC(F)(F)F 3-(7-chloro-1-oxo-6-(trifluoromethoxy)isoindolin-2-yl)piperidine-2,6-dione